(E)-N-(3-imino-3-(isopropylamino)propyl)-1-methyl-4-(1-methyl-4-(4-(2-(quinolin-3-yl)vinyl)benzamido)-1H-pyrrole-2-carboxamido)-1H-pyrrole-2-carboxamide N=C(CCNC(=O)C=1N(C=C(C1)NC(=O)C=1N(C=C(C1)NC(C1=CC=C(C=C1)\C=C\C=1C=NC2=CC=CC=C2C1)=O)C)C)NC(C)C